(3-(9,10-bis(naphthalen-2-yl)anthracen-2-yl)phenyl)diphenylphosphine oxide C1=C(C=CC2=CC=CC=C12)C=1C2=CC=CC=C2C(=C2C=CC(=CC12)C=1C=C(C=CC1)P(C1=CC=CC=C1)(C1=CC=CC=C1)=O)C1=CC2=CC=CC=C2C=C1